ClC1=C(C=C2C=C(N=CC2=C1)NC(=O)[C@H]1[C@H]2CCC([C@@H]12)N(C)C)C1CCN(CC1)[C@@]1(COC[C@@H]1O)C (1R,5S,6S)-N-(7-chloro-6-(1-((3R,4R)-4-hydroxy-3-methyltetrahydrofuran-3-yl)piperidin-4-yl)isoquinolin-3-yl)-2-(dimethylamino)bicyclo[3.1.0]hexane-6-carboxamide